C12C3CC(CC31)C2 Tricyclo[2.2.1.02,6]heptan